3-amino-1-((1r,2r)-2-fluorocyclopropyl)pyridin-2(1H)-one hydrochloride Cl.NC=1C(N(C=CC1)[C@H]1[C@@H](C1)F)=O